C(CCCCCCC\C=C/CCCCCCCC)(=O)N[C@@H](CO)C(=O)O.[Mg] Magnesium oleoyl-serine